CNC(C1=C(C=CC=C1)SC1=CC=C2C(=NN(C2=C1)C1OCCCC1)\C=C\C1=NC=C(C=C1)CN1CCCC1)=O N-methyl-2-[3-[(trans)-2-[5-(pyrrolidin-1-ylmethyl)-2-pyridyl]vinyl]-1-tetrahydropyran-2-ylindazol-6-yl]sulfanylbenzamide